(E)-N1-(1-cyclopropylpyrrolidin-3-yl)-N8-hydroxy-2-((naphthalen-1-yloxy)methyl)-2-octenediamide C1(CC1)N1CC(CC1)NC(\C(=C\CCCCC(=O)NO)\COC1=CC=CC2=CC=CC=C12)=O